2,3-dichlorobenzenethiol ClC1=C(C=CC=C1Cl)S